2-(1,3-dimethyl-1H-pyrazol-4-yl)-5-nitrobenzenesulfonamide CN1N=C(C(=C1)C1=C(C=C(C=C1)[N+](=O)[O-])S(=O)(=O)N)C